N-(3-hydroxycyclobutyl)-3-(5'-(methylsulfonamido)spiro[cyclohexane-1,3'-indoline]-1'-carbonyl)benzenesulfonamide OC1CC(C1)NS(=O)(=O)C1=CC(=CC=C1)C(=O)N1CC2(C3=CC(=CC=C13)NS(=O)(=O)C)CCCCC2